2-chloro-β,β,5-trifluoro-3-pyridinepropanoic acid ClC1=NC=C(C=C1C(CC(=O)O)(F)F)F